ClC1=C2C(NC(=NC2=CC(=C1)OCC1CCOCC1)CSC1CCOCC1)=O 5-chloro-7-((tetrahydro-2H-pyran-4-yl)methoxy)-2-(((tetrahydro-2H-pyran-4-yl)thio)methyl)quinazolin-4(3H)-one